Cl.C12(CC1)COC1=C2C(=CC=C1)OC1=CC=C(C=N1)NC(OC1=CC=C(C=C1)[N+](=O)[O-])=O 4-nitrophenyl (6-((2H-spiro[benzofuran-3,1'-cyclopropan]-4-yl)oxy)pyridin-3-yl)carbamate hydrochloride